O[C@@H]1[C@H]([C@@H](O[C@@H]([C@@H]1O)CO)OC)NC1=NC(NC(N1)=O)=O 6-(((2R,3R,4R,5R,6R)-4,5-dihydroxy-6-(hydroxymethyl)-2-methoxytetrahydro-2H-pyran-3-yl)amino)-1,3,5-triazine-2,4{1H,3H}-dione